COC1=CC=C(C=C1)C(C(NC1=CC=C(C=C1)[Si](C)(C)C)=O)NC(=O)C1CC(CCC1)=O N-(1-(4-methoxyphenyl)-2-oxo-2-((4-(trimethylsilyl)phenyl)amino)ethyl)-3-oxocyclohexanecarboxamide